N-(2-(5,7-difluoro-2-methyl-1H-indol-3-yl)ethyl)-2-(5-fluoropyridin-3-yl)-9-isopropyl-9H-purin-6-amine FC=1C=C2C(=C(NC2=C(C1)F)C)CCNC1=C2N=CN(C2=NC(=N1)C=1C=NC=C(C1)F)C(C)C